OCCN1N=CC(=C1)NC1=NC=CC(=N1)C1=CC2CCC(C1)N2C=O (3-(2-((1-(2-hydroxyethyl)-1H-pyrazol-4-yl)amino)pyrimidin-4-yl)-8-azabicyclo[3.2.1]oct-2-en-8-yl)methanone